7-thiatricyclo[6.4.0.0^[2,6]]dodeca-1(8),2(6)-dien-5-one C1=2C=3CCC(C3SC2CCCC1)=O